5-(5-(4-methylpiperazin-1-yl)pyridin-2-yl)-1H-pyrrolo[2,3-b]pyridine CN1CCN(CC1)C=1C=CC(=NC1)C=1C=C2C(=NC1)NC=C2